C(CCCCCCCCCCCCCCCCCCCCCC)C1=CC(=C2C(=CC=C3C4=CC=C(C=5C(=CC=C(C1=C23)C45)C(=O)O)C(=O)O)C(O)=N)C(O)=N tricosanyl-perylene-3,4,9,10-tetracarboxylic acid diimide